OCCC(CCCCCCCCCCCCCN[O-])CCO.CN1N=C(C(=C1)NC(C1=NC(=CC=C1)C1=CC=C(C=C1)C)=O)C1=NC=CC=C1 N-(1-methyl-3-(pyridin-2-yl)-1H-pyrazol-4-yl)-6-(p-tolyl)picolinamide di(2-hydroxyethyl)-tetradecylaminoxide